N-[1-(1,3-benzothiazol-2-yl)-2-(3-cyanophenyl)ethyl]cyclopropanesulfonamide S1C(=NC2=C1C=CC=C2)C(CC2=CC(=CC=C2)C#N)NS(=O)(=O)C2CC2